C(C)N1C(NC2=C(C1=O)C=CC(=N2)CN2CCN(CC2)C=2C=CC=[N+](C2C)C(=O)NC2CC2)=O 5-(4-((3-ethyl-2,4-dioxo-1,2,3,4-tetrahydropyrido[2,3-d]pyrimidin-7-yl)methyl)piperazin-1-yl)-6-methyl-N-cyclopropylpyridiniumcarboxamide